1-(4-fluoro-3-hydroxy-2-methylphenyl)-3-(2-methyl-6-oxo-1,6-dihydropyridin-3-yl)-7-(trifluoromethyl)-2,3-dihydroquinazolin-4(1H)-one FC1=C(C(=C(C=C1)N1CN(C(C2=CC=C(C=C12)C(F)(F)F)=O)C1=C(NC(C=C1)=O)C)C)O